Cl.NC1C[C@@H]2[C@@H](CN(C2)C2=CC=C(C=N2)C=2C=3N(C=C(C2)OCC)N=CC3C#N)C1 4-(6-((3aR,5s,6aS)-5-aminohexahydrocyclopenta[c]pyrrol-2(1H)-yl)pyridin-3-yl)-6-ethoxypyrazolo[1,5-a]pyridine-3-carbonitrile hydrochloride